CC1=C(C=NC(=C1)C)C1=CC=C(C=C1)C1=NNC2=NC=C(C=C21)C=2C=CC1=C(CC[C@H](CC1)N1C3COCC1C3)C2 6-[(7S)-2-{3-[4-(4,6-Dimethylpyridin-3-yl)phenyl]-1H-pyrazolo[3,4-b]pyridin-5-yl}-6,7,8,9-tetrahydro-5H-benzo[7]annulen-7-yl]-3-oxa-6-azabicyclo[3.1.1]heptane